4-(3-Ethyl-4-methyl-5-oxo-4,5-dihydro-1H-1,2,4-triazol-1-yl)-5-fluoro-N-(4-methoxyphenyl)-2-[(2S)-pent-2-yloxy]benzamide C(C)C1=NN(C(N1C)=O)C1=CC(=C(C(=O)NC2=CC=C(C=C2)OC)C=C1F)O[C@@H](C)CCC